N/C(/NC)=N/C1=NC=C(C(=O)N(CC2=NC=C(C=C2)C(F)(F)F)C2=CC=NC3=CC=CN=C23)C=C1 (Z)-6-((amino(methylamino)methylene)amino)-N-(1,5-naphthyridin-4-yl)-N-((5-(trifluoromethyl)pyridin-2-yl)methyl)nicotinamide